C(#N)C1=NC2=CC(=CC(=C2N=C1N1CC2(CCC(N2)=O)CC1)[C@@H](C)NC1=C(C(=O)O)C=CC=C1)C 2-(((1R)-1-(2-cyano-7-methyl-3-(2-oxo-1,7-diazaspiro[4.4]nonan-7-yl)quinoxalin-5-yl)ethyl)amino)benzoic acid